BrCC=1C=C(C=C(C1)CBr)CCO 2-(3,5-bis(bromomethyl)phenyl)ethan-1-ol